O1[C@H](COCC1)CN1N=C2C3=C(C[C@H](C2=C1)C)OC(=C3C(F)(F)F)C(=O)NCC3=NN(C=C3)C (4R)-2-{[(2S)-1,4-dioxan-2-yl]methyl}-4-methyl-N-[(1-methyl-1H-pyrazol-3-yl)methyl]-8-(trifluoromethyl)-4,5-dihydro-2H-furo[2,3-g]indazole-7-carboxamide